2-(2-(cyclopropanesulfonylamino)-5-methylthiazol-4-yl)-2-methyl-N-(4-(6-(trifluoromethyl)pyrazin-2-yl)phenyl)propanamide C1(CC1)S(=O)(=O)NC=1SC(=C(N1)C(C(=O)NC1=CC=C(C=C1)C1=NC(=CN=C1)C(F)(F)F)(C)C)C